stearoyl-4-methoxy-benzoyl-methane C(CCCCCCCCCCCCCCCCC)(=O)CC(C1=CC=C(C=C1)OC)=O